Methyl-6-((4-methoxyphenyl) amino)-5-nitronicotinate COC(C1=CN=C(C(=C1)[N+](=O)[O-])NC1=CC=C(C=C1)OC)=O